ClC=1C=2N(C=CN1)C(=CN2)C=2C(=NN(C2)CC(F)F)C#N 4-(8-chloroimidazo[1,2-a]pyrazin-3-yl)-1-(2,2-difluoroethyl)-1H-pyrazole-3-carbonitrile